C(C(C)C)C1=CC=C(C=C1)C(C(=O)O)C 4-isobutyl-α-methylphenyl-acetic acid